6-phenyl-N-(1H-pyrrolo[2,3-b]pyridin-3-yl)-3,4-dihydroisoquinoline-2(1H)-carboxamide C1(=CC=CC=C1)C=1C=C2CCN(CC2=CC1)C(=O)NC1=CNC2=NC=CC=C21